[NH2+]1C=CC2=C1C=CC=C2 benzoAzolium